NCCN1[C@@H](CCC1)C=1C=NC=CC1 (S)-1-(2-aminoethyl)-2-(3-pyridinyl)pyrrolidine